BrC1=NC(=CC=C1)OC1CCCCC1 2-Bromo-6-(cyclohexyloxy)pyridine